3-[[(4-methylphenyl) sulfonyl]amino]propyl 2-methyl-2-propenoate CC(C(=O)OCCCNS(=O)(=O)C1=CC=C(C=C1)C)=C